3-Amino-6-(difluoromethoxy)-4-(7-fluoro-1H-indazol-4-yl)-1H-1,7-phenanthrolin-2-one NC=1C(NC2=C3C=CC=NC3=C(C=C2C1C1=C2C=NNC2=C(C=C1)F)OC(F)F)=O